ClC1=C2C(=C([C@@]3(CCC=4C(=NC(=NC4C3)OC[C@H]3N(CCC3)C)N3C[C@@H](N(CC3)C(C(=C)F)=O)CC#N)C2=CC=C1)F)F 2-((S)-4-((R)-4-chloro-2,3-difluoro-2'-(((S)-1-methylpyrrolidin-2-yl)methoxy)-5',8'-dihydro-6'H-spiro[indene-1,7'-quinazolin]-4'-yl)-1-(2-fluoroacryloyl)piperazin-2-yl)acetonitrile